rac-tert-Butyl (1S,2S,3S,5R)-3-{[(benzyloxy)carbonyl]amino}-2-fluoro-8-azabicyclo[3.2.1]octane-8-carboxylate C(C1=CC=CC=C1)OC(=O)N[C@@H]1[C@@H]([C@@H]2CC[C@H](C1)N2C(=O)OC(C)(C)C)F |r|